FC=1C=C2N(CCN(C2=CC1)C(CCN1[C@@H](CCCC1)C)=O)C1=CC=CC=C1 (R)-1-(6-fluoro-4-phenyl-3,4-dihydroquinoxaline-1(2H)-yl)-3-(2-methylpiperidin-1-yl)propan-1-one